C12C(CC(CC1)C2)CC(=O)NC2=C(C=C(C=C2C)N2CC1=CC=C(C=C1CC2)F)C 2-(bicyclo[2.2.1]heptane-2-yl)-N-(4-(6-fluoro-3,4-dihydroisoquinolin-2(1H)-yl)-2,6-Dimethylphenyl)acetamide